CN([Si]1(O[SiH](O[SiH](O[SiH](O1)C)C)C)C)C N,N-dimethyl-2,4,6,8-tetramethyl-cyclotetrasiloxan-2-amine